(3-amino-6-(methylsulfonyl)-4,5,6,7-tetrahydropyrazolo[3,4-c]pyridin-1-yl)(2-chloro-4,5,6,7-tetrahydro-1H-indol-4-yl)methanone NC1=NN(C=2CN(CCC21)S(=O)(=O)C)C(=O)C2C=1C=C(NC1CCC2)Cl